CN(C(CCCCCCCCC)CCCC\C=C/C)C (15Z)-N,N-dimethylheptadeca-15-en-10-amine